2-(6-amino-8-((6-(thiazol-2-yl)benzo[d][1,3]dioxol-5-yl)thio)-9H-purin-9-yl)-N-methylethanesulfonamide NC1=C2N=C(N(C2=NC=N1)CCS(=O)(=O)NC)SC1=CC2=C(OCO2)C=C1C=1SC=CN1